1-dodecanoyl-2-(7Z,10Z,13Z,16Z-docosatetraenoyl)-glycero-3-phosphoserine CCCCCCCCCCCC(=O)OC[C@H](COP(=O)(O)OC[C@@H](C(=O)O)N)OC(=O)CCCCC/C=C\C/C=C\C/C=C\C/C=C\CCCCC